FC=1C=C(C=CC1)CC1=CN=C(S1)NC(=O)[C@@]1(N(CCC1)C(=O)OC(C)(C)C)C tert-butyl (2R)-2-[[5-[(3-fluorophenyl)methyl]thiazol-2-yl]carbamoyl]-2-methyl-pyrrolidine-1-carboxylate